Methyl 3-oxo-2',3'-dihydrospiro[cyclohexane-1,1'-phenalene]-4-carboxylate O=C1CC2(CCC3=CC=CC4=CC=CC2=C34)CCC1C(=O)OC